ClC1=CC(=C(C=C1)N1CC(C(CC1)C#N)CC)C(F)(F)F 1-(4-chloro-2-(trifluoromethyl)phenyl)-3-ethylpiperidine-4-carbonitrile